1-[[2-[(2-chloro-4-pyridinyl)amino]-4'-(cyclopropylmethyl)[4,5'-bipyrimidin]-2'-yl]amino]-2-methyl-2-propanol ClC1=NC=CC(=C1)NC1=NC=CC(=N1)C=1C(=NC(=NC1)NCC(C)(O)C)CC1CC1